(S)-3-(3,3-difluorocyclobutyl)-N-((R)-2-(difluoromethoxy)-1-(3-(trifluoromethoxy)phenyl)ethyl)-3-hydroxypropanamide FC1(CC(C1)[C@H](CC(=O)N[C@@H](COC(F)F)C1=CC(=CC=C1)OC(F)(F)F)O)F